4-[4-[[3-[4-(difluoromethoxy)phenyl]imidazo[1,2-a]pyrazin-8-yl]amino]-2-methyl-benzoyl]-N-(4-piperidyl)piperazine-1-carboxamide hydrochloride Cl.FC(OC1=CC=C(C=C1)C1=CN=C2N1C=CN=C2NC2=CC(=C(C(=O)N1CCN(CC1)C(=O)NC1CCNCC1)C=C2)C)F